tertiary butyl-iminotris(dimethylamino)tantalum C(C)(C)(C)N=[Ta](N(C)C)(N(C)C)N(C)C